C12CN(CC2C1)C1=NC=C(C(=N1)NCC1=CC(=C(C=C1)OC)Cl)C(=O)N[C@@H]1CC[C@H](CC1)O (3-azabicyclo[3.1.0]hex-3-yl)-4-(3-chloro-4-methoxybenzylamino)-N-(trans-4-hydroxycyclohexyl)pyrimidine-5-carboxamide